(R)-4-Fluoro-N-(1-(4-hydroxypiperidin-1-yl)-3-methylbutan-2-yl)-N,3-dimethylbenzamide FC1=C(C=C(C(=O)N(C)[C@@H](CN2CCC(CC2)O)C(C)C)C=C1)C